C(C1=CC=CC=C1)ON1[C@@H]2CC[C@H](N(C1=O)C2)C(=O)NOCCCNC(OC(C)(C)C)=O tert-butyl {3-[({[(2S,5R)-6-benzyloxy-7-oxo-1,6-diazabicyclo[3.2.1]oct-2-yl]carbonyl}amino)oxy]propyl}carbamate